C[Si](OC(C)=O)(OC(C)=O)OC(C)=O Methyltri-acetoxysilan